tert-butyl (6-cyclopropyl-2-((4-(hydroxymethyl)-1H-1,2,3-triazol-1-yl)methyl)imidazo[1,2-a]pyridin-8-yl)carbamate C1(CC1)C=1C=C(C=2N(C1)C=C(N2)CN2N=NC(=C2)CO)NC(OC(C)(C)C)=O